OC(COC1=C2CCN(C2=CC=C1)C(CNC1=C(C=CC(=C1)C1=NC(=NS1)C)N1CCCC1)=O)(C)C 1-(4-(2-hydroxy-2-methylpropoxy)indolin-1-yl)-2-((5-(3-methyl-1,2,4-thiadiazol-5-yl)-2-(pyrrolidin-1-yl)phenyl)amino)ethan-1-one